N1=NC=C(C=C1)NC=1C=C(C=CC1)NC(C1=CC(=CC=C1)NC1=CC=NC=C1)=O N-(3-(pyridazin-4-ylamino)phenyl)-3-(pyridin-4-ylamino)benzamide